(S)-3-(1-aminoethyl)-9-methoxy-2-phenyl-2,4,5,6-tetrahydro-1H-benzo[de]isoquinolin-1-one N[C@@H](C)C=1N(C(C=2C(=CC=C3C2C1CCC3)OC)=O)C3=CC=CC=C3